[(1S)-1-carboxy-4-(4-pyrimidin-2-ylpyridazin-1-ium-1-yl)butyl]ammonium Dichloride [Cl-].[Cl-].C(=O)(O)[C@H](CCC[N+]1=NC=C(C=C1)C1=NC=CC=N1)[NH3+]